1,3-dimethyl-2-phospholene-1-oxide CP1(C=C(CC1)C)=O